ClC1=CC=C(C=C1)C=1NC(C=2N(C1)N=C(C2C(C)C)C(=O)OCC)=O ethyl 6-(4-chlorophenyl)-4-oxo-3-(propan-2-yl)-4,5-dihydropyrazolo[1,5-a]pyrazine-2-carboxylate